C(\C=C\CCC\C=C\C(=O)OC)(=O)OC Dimethyl (2E,7E)-nona-2,7-dienedioate